FC1([C@H](C1)CN1N=C2N(C(N(CC2=C1)C1CCN(CC1)C1=C(C=CC=C1C)F)=O)CC1=C(C=CC=C1)C(F)(F)F)F 2-((R)-2,2-difluoro-cyclopropylmethyl)-5-[1-(2-fluoro-6-methyl-phenyl)-piperidin-4-yl]-7-(2-trifluoromethyl-benzyl)-2,4,5,7-tetrahydro-pyrazolo[3,4-d]pyrimidin-6-one